1,1,3,3,5,5,7,7-octamethyltetraSiloxane C[SiH](O[Si](O[Si](O[SiH](C)C)(C)C)(C)C)C